sulfanilamide sodium salt [Na+].S(=O)(C1=CC=C(C=C1)N)(=O)[NH-]